thia-cyclopentane S1CCCC1